[Ru](Cl)Cl.C1(=CC=CC=C1)C1=CC=NC2=C3N=CC=C(C3=CC=C12)C1=CC=CC=C1.C1(=CC=CC=C1)C1=CC=NC2=C3N=CC=C(C3=CC=C12)C1=CC=CC=C1.C1(=CC=CC=C1)C1=CC=NC2=C3N=CC=C(C3=CC=C12)C1=CC=CC=C1 Tris(4,7-diphenyl-1,10-phenanthroline) ruthenium (II) dichloride